(2S,3R)-3-(5-chloro-2-pyrimidinyl)-N-(4-(4,6-dimethoxy-5-pyrimidinyl)-5-((1S)-1-(1-methylethoxy)ethyl)-4H-1,2,4-triazol-3-yl)-2-butanesulfonamide ClC=1C=NC(=NC1)[C@H]([C@H](C)S(=O)(=O)NC1=NN=C(N1C=1C(=NC=NC1OC)OC)[C@H](C)OC(C)C)C